C(#N)C(C(=O)O)=CC1=CC=C(C=C1)F 2-cyano-3-(4-fluorophenyl)acrylic acid